2-(5-Chlorothien-2-yl)-5-(3,4-dimethoxyphenyl)-7-(trifluoromethyl)pyrazolo[1,5-a]pyrimidine ClC1=CC=C(S1)C1=NN2C(N=C(C=C2C(F)(F)F)C2=CC(=C(C=C2)OC)OC)=C1